2-((2R,5R)-5-(2-((((9H-fluoren-9-yl)methoxy)carbonyl)amino)ethyl)-3,6-dioxopiperazin-2-yl)acetic acid C1=CC=CC=2C3=CC=CC=C3C(C12)COC(=O)NCC[C@H]1NC([C@H](NC1=O)CC(=O)O)=O